7-(1-ethoxyvinyl)-3-methyl-1,5-naphthyridin-2(1H)-one C(C)OC(=C)C1=CN=C2C=C(C(NC2=C1)=O)C